(R)-(2-(benzofuran-3-yl)-1-(2-(diethylamino)-2-oxoacetylamino)ethyl)boronic acid O1C=C(C2=C1C=CC=C2)C[C@H](NC(C(=O)N(CC)CC)=O)B(O)O